1-(1H-benzo[d]imidazol-5-yl)-4-(2,6-difluoro-4-methoxyphenyl)azetidine-2-one N1C=NC2=C1C=CC(=C2)N2C(CC2C2=C(C=C(C=C2F)OC)F)=O